4-methyl-oxazolidin CC1NCOC1